(S)-1-(3-((4-chloro-2-fluorobenzyl)oxy)-4-fluorophenyl)-3-methylpiperazine TFA salt OC(=O)C(F)(F)F.ClC1=CC(=C(COC=2C=C(C=CC2F)N2C[C@@H](NCC2)C)C=C1)F